BrC=1C=NC=NC1 5-bromopyrimidine